indol-3-ylidenepropan N1=CC(C2=CC=CC=C12)=CCC